7-cyclopropoxy-1-methyl-9H-pyrido[3,4-b]indole C1(CC1)OC1=CC=C2C3=C(NC2=C1)C(=NC=C3)C